4-((S)-4-acryloyl-2-methylpiperazin-1-yl)-6-fluoro-7-(2-fluoro-6-hydroxyphenyl)-1-(2-(methylsulfonyl)phenyl)pyridino[2,3-d]pyrimidin-2(1H)-one C(C=C)(=O)N1C[C@@H](N(CC1)C=1C2=C(N(C(N1)=O)C1=C(C=CC=C1)S(=O)(=O)C)N=C(C(=C2)F)C2=C(C=CC=C2O)F)C